CC=1N=C2N(C(=NC=3C=C(C=CC23)C(=O)OC)NC2=CC(=CC=C2)OC(F)(F)F)C1 Methyl 2-methyl-5-((3-(trifluoromethoxy)phenyl)amino)imidazo[1,2-c]quinazoline-8-carboxylate